FC(F)(F)C1=NC2=CC=CC=C2CN1 (trifluoromethyl)-3,4-dihydroquinazolin